COC1=CC=C(C=C1)C(C(NC1=CC=C(C=C1)[Si](C)(C)C)=O)NC(=O)N1CC(NCC1)=O N-(1-(4-methoxyphenyl)-2-oxo-2-((4-(trimethylsilyl)phenyl)amino)ethyl)-3-oxopiperazine-1-carboxamide